triazinyl-diaminobipyridine N1=NN=C(C=C1)C=1C(=C(C(=NC1)C1=NC=CC=C1)N)N